CC1=C(C(=O)C2=CC=C(C=C2)P(=O)(C2=CC=CC=C2)Cl)C(=CC(=C1)C)C 4-(2,4,6-trimethylbenzoyl)phenyl-phenylphosphinyl chloride